6-bromo-5-chloro-3-methyl-3,4-dihydroquinazolin-4-one BrC=1C(=C2C(N(C=NC2=CC1)C)=O)Cl